(2-fluorophenyl)-6-methyl-4-[(1-methylcyclopropyl)amino]furo[2,3-d]pyrimidine-5-carboxamide FC1=C(C=CC=C1)C=1N=C(C2=C(N1)OC(=C2C(=O)N)C)NC2(CC2)C